C(C)(C)(C)C1CCN(CC1)C(=O)C1(CC1)NC=1SC(=CN1)C#N 2-((1-(4-(tert-butyl)piperidine-1-carbonyl)cyclopropyl)amino)thiazole-5-carbonitrile